ethyl-tetraazaadamantane C(C)N1N2CC3CC(NN1C3)C2